4-(2-(2,6-dioxopiperidin-3-yl)-1,3-dioxoisoindol-4-yl)piperidine O=C1NC(CCC1N1C(C2=CC=CC(=C2C1=O)C1CCNCC1)=O)=O